2-((1R,2R)-1-(2-cyanophenyl)-1-(6-methylpyrazin-2-yl)propan-2-yl)-5-hydroxy-N-(isoxazol-4-yl)-1-methyl-6-oxo-1,6-dihydropyrimidine-4-carboxamide C(#N)C1=C(C=CC=C1)[C@@H]([C@@H](C)C=1N(C(C(=C(N1)C(=O)NC=1C=NOC1)O)=O)C)C1=NC(=CN=C1)C